O1CCC(CC1)C1=C(C=NC=C1)N 4-(tetrahydro-2H-pyran-4-yl)pyridin-3-amine